(3-ethyloxetan-3-yl)methanol C(C)C1(COC1)CO